3alpha-androstanediol C[C@@]12[C@@H](O)CC[C@H]1[C@@H]1CC[C@H]3C[C@H](O)CC[C@]3(C)[C@H]1CC2